C(CCCCCC(C)(C)C)(=O)[O-].C(CCCCCC(C)(C)C)(=O)[O-].C(CCCCCC(C)(C)C)(=O)[O-].C(CCCCCC(C)(C)C)(=O)[O-].[Hf+4] hafnium tetraneodecanoate